butylene trans-carbonate C1(OCCCCO1)=O